2-(2-(5-acetamido-2,4-dichlorophenyl)hydrazono)propionic acid C(C)(=O)NC=1C(=CC(=C(C1)NN=C(C(=O)O)C)Cl)Cl